4-(6-amino-5-chloro-2-methylpyrimidin-4-yl)-1λ6-thiomorpholine-1,1-dione NC1=C(C(=NC(=N1)C)N1CCS(CC1)(=O)=O)Cl